FC1=C2CNCC2=C(C=C1)OC(F)(F)F 4-fluoro-7-(trifluoromethoxy)isoindoline